O1CCN(CC1)C=1C2=C(N=CN1)N(C(=C2)C2=CC=C(C=C2)NC2=CC=C(N=N2)N2CCN(CC2)C(=O)OC(C)(C)C)COCC[Si](C)(C)C tert-butyl 4-(6-((4-(4-morpholino-7-((2-(trimethylsilyl)ethoxy)methyl)-7H-pyrrolo[2,3-d]pyrimidin-6-yl)phenyl)amino)pyridazin-3-yl)piperazine-1-carboxylate